2,4-difluoro-3-[3-(1-[[2-(trimethylsilyl)ethoxy]methyl]imidazol-2-yl)imidazo[1,5-a]pyridin-7-yl]aniline FC1=C(N)C=CC(=C1C1=CC=2N(C=C1)C(=NC2)C=2N(C=CN2)COCC[Si](C)(C)C)F